C1(CC1)C1=NN(C(C=2N1C1=C(C2)C=CS1)=O)CC(=O)N[C@H]1CN(CCC1)C[C@H](C)O 2-(8-Cyclopropyl-5-oxothieno[3',2':4,5]pyrrolo[1,2-d][1,2,4]triazin-6(5H)-yl)-N-((R)-1-((S)-2-hydroxypropyl)piperidin-3-yl)acetamide